4-hydroxy-tetrahydropyridinedicarboxylic acid OC1C(C(NC=C1)C(=O)O)C(=O)O